C(C)OC1CC(C1)=O 3-ethoxycyclobutanone